CC(CCCO)CC(CC)C 4,6-dimethyl-1-octanol